FCCCN1CC(C1)OC=1SC=CN1 2-[1-(3-fluoropropyl)azetidin-3-yl]oxy-thiazole